N-(5-((2-(1,1-dioxidothiomorpholino)ethyl)carbamoyl)-2-methylpyridin-3-yl)-7-(1-methyl-1H-pyrazol-4-yl)-[1,2,4]triazolo[4,3-a]pyridine-3-carboxamide O=S1(CCN(CC1)CCNC(=O)C=1C=C(C(=NC1)C)NC(=O)C1=NN=C2N1C=CC(=C2)C=2C=NN(C2)C)=O